ClC1=CC=C(C=C1)C1=NN(C[C@@H]1C1=CC=CC=C1)C1=NN(C(N1CC(=O)N)=O)[C@@H](C)C1=CC=C(C=C1)Cl 2-[3-[(4S)-3-(4-chlorophenyl)-4-phenyl-4,5-dihydropyrazol-1-yl]-1-[(1S)-1-(4-chlorophenyl)ethyl]-5-oxo-1,2,4-triazol-4-yl]acetamide